4-[(2'S,4R)-2-ethyl-2'-methyl-spiro[6,7-dihydrothieno[3,2-c]pyran-4,4'-piperidine]-1'-yl]tetrahydrofuran-3-ol C(C)C1=CC2=C(CCO[C@]23C[C@@H](N(CC3)C3C(COC3)O)C)S1